(±)-6-bromo-3,8-difluoro-3,4-dihydroquinolin-2(1H)-one BrC=1C=C2C[C@H](C(NC2=C(C1)F)=O)F |r|